tert-butyl N-methyl-N-[1-(4-nitrophenyl)-4-piperidyl]carbamate CN(C(OC(C)(C)C)=O)C1CCN(CC1)C1=CC=C(C=C1)[N+](=O)[O-]